5-((2-(6,8-dioxa-2-azaspiro[3.5]nonan-7-yl)ethyl)(4-cyclopropylbenzyl)amino)picolinonitrile C1NCC12COC(OC2)CCN(C=2C=CC(=NC2)C#N)CC2=CC=C(C=C2)C2CC2